FC12CCC(CC1)(C2)C=O (4-fluorobicyclo[2.2.1]heptan-1-yl)methanone